C(C)[C@]1(C(OCC=2C(N3CC=4C(=NC=5C=C(C(=C6C5C4C(CC6)(C)OCCO)C)F)C3=CC21)=O)=O)O (9S)-9-Ethyl-5-fluoro-9-hydroxy-1-(2-hydroxyethoxy)-1,4-dimethyl-2,3,12,15-tetrahydrobenzo[de]pyrano[3',4':6,7]indolizino[1,2-b]quinoline-10,13(1H,9H)-dione